OC=1C=C2C=CC(=C(C2=CC1)OC1=CC=C(OCCC2CCNCC2)C=C1)C1=CC=C(C=C1)S(=O)(=O)C 4-(2-(4-((6-hydroxy-2-(4-(methylsulfonyl)phenyl)naphthalen-1-yl)oxy)phenoxy)ethyl)piperidine